2-chloro-4-(1,1-difluoroethyl)-6-isopropoxypyrimidine ClC1=NC(=CC(=N1)C(C)(F)F)OC(C)C